3-(3,4-dimethoxybenzyl)-7-methoxy-3,4-dihydro-2H-chromene-3,4-diol COC=1C=C(CC2(COC3=CC(=CC=C3C2O)OC)O)C=CC1OC